COC=1C=C2C(=CC=NC2=CC1OC)NCCCN(CC)CC N1-(6,7-dimethoxyquinolin-4-yl)-N3,N3-diethylpropane-1,3-diamine